2-(2'-Ethyl-7'-oxo-5'H-spiro[cyclopropane-1,4'-thieno[2,3-c]pyridin]-6'(7'H)-yl)-N-(9-methyl-8-oxo-8,9-dihydro-7H-purin-2-yl)acetamide C(C)C1=CC2=C(C(N(CC23CC3)CC(=O)NC3=NC=C2NC(N(C2=N3)C)=O)=O)S1